hexadecyl-trimethyl-(ethoxy)silane C(CCCCCCCCCCCCCCC)C[Si](OCC)(C)C